ClCC=1N=NN(C1C(F)F)C(F)F 4-(Chloromethyl)-1,5-bis(difluoromethyl)-1H-1,2,3-triazole